N=1C=NN2C1C=CC(=C2)C=2C(=CN1N=C(N=C(C12)OC)NC1CCC2(CN(C2)C(C([2H])([2H])[2H])=O)CC1)F 1-(7-((5-([1,2,4]triazolo[1,5-a]pyridin-6-yl)-6-fluoro-4-methoxypyrrolo[2,1-f][1,2,4]triazin-2-yl)amino)-2-azaspiro[3.5]nonan-2-yl)ethan-1-one-2,2,2-d3